CC1(OC2=C(O1)C=CC(=C2)C(C)N2C[C@@H](N(C[C@H]2C)C=2C=1N(N(C(C2)=O)C)C=C(N1)CC#N)C)C 2-(8-((2S,5R)-4-(1-(2,2-dimethylbenzo[d][1,3]dioxol-5-yl)ethyl)-2,5-dimethylpiperazin-1-yl)-5-methyl-6-oxo-5,6-dihydroimidazo[1,2-b]pyridazin-2-yl)acetonitrile